2-Cyano(4-isopropylphenyl)-3-(3-(5-methyl-1H-imidazol-1-yl)propyl)guanidin C(#N)N=C(NC1=CC=C(C=C1)C(C)C)NCCCN1C=NC=C1C